3-(3-bromo-5-fluoro-4-methoxyphenyl)-6-(tert-Butylsulfonyl)-7-methoxyimidazo[1,2-a]pyridine BrC=1C=C(C=C(C1OC)F)C1=CN=C2N1C=C(C(=C2)OC)S(=O)(=O)C(C)(C)C